COC=1C=C(C=C(C1)OC)C1=CC=C2C(=NNC2=C1)NC(C(=C)C)=O N-(6-(3,5-dimethoxyphenyl)-1H-indazol-3-yl)-2-methylacrylamide